2-(hydroxyimino)-1-(4-((4-(3-oxo-3-phenylprop-1-en-1-yl)phenyl)thio)phenyl)butan-1-one ON=C(C(=O)C1=CC=C(C=C1)SC1=CC=C(C=C1)C=CC(C1=CC=CC=C1)=O)CC